C(CCCCCCCCC)C1=CC=CC2=CC=CC=C12 decanyl-naphthalene